N'-((1,2,3,5,6,7-hexahydro-s-indacen-4-yl)carbamoyl)methane-sulfonimidamide C1CCC2=C(C=3CCCC3C=C12)NC(=O)N=S(=O)(N)C